CN1C(C2C(N=C(N=C2NC2(CC2)C)S(=O)C)C=C1)=O 6-methyl-4-[[1-methylcyclopropyl]amino]-2-[methylsulfinyl]-6,8a-dihydropyrido[4,3-d]pyrimidin-5[4aH]-one